1-(6Z,9Z,12Z-octadecatrienoyl)-2-(5Z,8Z,11Z,14Z-eicosatetraenoyl)-glycero-3-phosphoserine CCCCC/C=C\C/C=C\C/C=C\CCCCC(=O)OC[C@H](COP(=O)(O)OC[C@@H](C(=O)O)N)OC(=O)CCC/C=C\C/C=C\C/C=C\C/C=C\CCCCC